NC1=CC(=C(C=C1)N1CCC2(CC(C2)NC(OC(C)(C)C)=O)CC1)[N+](=O)[O-] tert-butyl (7-(4-amino-2-nitrophenyl)-7-azaspiro[3.5]nonan-2-yl)carbamate